FC=1C(=NC(=NC1)NC1=NC=2CCN(CC2C=C1)CC=O)C1=CC2=C(N(N=C2C=C1)C)C(C)C 2-(2-((5-fluoro-4-(3-isopropyl-2-methyl-2H-indazol-5-yl)pyrimidin-2-yl)amino)-7,8-dihydro-1,6-naphthyridin-6(5H)-yl)acetaldehyde